O[C@H]1C2CCC(C1)N2CC(=O)C2=C(N(C(=C2CCCCS(=O)(=O)C)C)C2=CC=C(C#N)C=C2)C (+-)-4-(3-(2-((2R)-2-hydroxy-7-azabicyclo[2.2.1]heptan-7-yl)acetyl)-2,5-dimethyl-4-(4-(methylsulfonyl)butyl)-1H-pyrrol-1-yl)benzonitrile